(R,E)-1-(1-(4-(cyclopropyl(methyl)amino)but-2-enoyl)piperidin-3-yl)-3-(4-phenoxyphenyl)-1H-imidazo[4,5-c]pyridin-2(3H)-one C1(CC1)N(C/C=C/C(=O)N1C[C@@H](CCC1)N1C(N(C=2C=NC=CC21)C2=CC=C(C=C2)OC2=CC=CC=C2)=O)C